(S)-6-chloro-7-tert-butyl-2-trifluoromethyl-2H-chromene-3-carboxylic acid ClC=1C=C2C=C([C@H](OC2=CC1C(C)(C)C)C(F)(F)F)C(=O)O